(E)-1-(4-(4-((4-([1,2,4]triazolo[1,5-a]pyridin-7-yloxy)-3-methylphenyl)amino)pyrrolo[2,1-f][1,2,4]triazin-5-yl)piperidin-1-yl)-4-(methyl(prop-2-yn-1-yl)amino)but-2-en-1-one N=1C=NN2C1C=C(C=C2)OC2=C(C=C(C=C2)NC2=NC=NN1C2=C(C=C1)C1CCN(CC1)C(\C=C\CN(CC#C)C)=O)C